Dimethyl pyridin-2,3-dicarboxylate N1=C(C(=CC=C1)C(=O)OC)C(=O)OC